CC1(C2CC(C(C1C)C2)C2CCC(CC2)O)C 4-(5,5,6-trimethylbicyclo[2.2.1]hept-2-yl)cyclohexanol